N-(3-{[5-(4-chlorophenyl)-1H-pyrrolo[2,3-b]pyridin-3-yl]carbonyl}-2,4-difluorophenyl)propane-1-sulfonamide ClC1=CC=C(C=C1)C=1C=C2C(=NC1)NC=C2C(=O)C=2C(=C(C=CC2F)NS(=O)(=O)CCC)F